1-butenyldimethylmethoxysilane C(=CCC)CO[SiH](C)C